CC(CO)=CCCC1(C2(C3C2CC1C3)C)C 2-methyl-5-(2,3-dimethyltricyclo[2.2.1.0(2,6)]hept-3-yl)-2-penten-1-ol